4,7-difluoro-N-(4-(1-(2-hydroxy-2-methylpropanoyl)piperidin-4-yl)phenyl)isoindoline-2-carboxamide FC1=C2CN(CC2=C(C=C1)F)C(=O)NC1=CC=C(C=C1)C1CCN(CC1)C(C(C)(C)O)=O